O=C1NC(CCC1N1C(C2=CC=C(C=C2C1=O)N1CCN(CC1)CC1CCN(CC1)C(CN1[C@H](CN(CC1)C(=O)OC(C)(C)C)C)=O)=O)=O tert-butyl (3S)-4-[2-[4-[[4-[2-(2,6-dioxo-3-piperidyl)-1,3-dioxo-isoindolin-5-yl]piperazin-1-yl]methyl]-1-piperidyl]-2-oxo-ethyl]-3-methyl-piperazine-1-carboxylate